FC=1C(=C(C=CC1F)C(=O)N1CC(C1)([C@H]1NCCCC1)O)NC1=C(C=C(C=C1)I)F (S)-[3,4-DIFLUORO-2-(2-FLUORO-4-IODOPHENYLAMINO)PHENYL][3-HYDROXY-3-(PIPERIDIN-2-YL)AZETIDIN-1-YL]-METHANONE